C(C)N(C(OCCC)=O)CC propyl N,N-diethylcarbamate